ClC=1C(=C(C=CC1)NC=1C2=C(N=C(N1)C(F)F)C=C(C=N2)CN2C[C@@H](CC2)O)C (R)-1-((4-((3-chloro-2-methylphenyl)amino)-2-(difluoromethyl)pyrido[3,2-d]pyrimidin-7-yl)methyl)pyrrolidin-3-ol